3-(6-(2,6-dioxopiperidin-3-yl)-5-oxo-3,5,6,7-tetrahydropyrrolo[3,4-f]isoindol-2(1H)-yl)propanal Ethyl-1-(3-cyanopyridin-4-yl)-5-(trifluoromethyl)-1H-pyrazole-4-carboxylate C(C)OC(=O)C=1C=NN(C1C(F)(F)F)C1=C(C=NC=C1)C#N.O=C1NC(CCC1N1C(C=2C=C3C(=CC2C1)CN(C3)CCC=O)=O)=O